O.S(=O)(=O)([O-])[O-].[Ga+3].S(=O)(=O)([O-])[O-].S(=O)(=O)([O-])[O-].[Ga+3] gallium(III) sulfate hydrate